methyl (R)-2-((t-butoxycarbonyl) amino)-3-iodopropionate C(C)(C)(C)OC(=O)N[C@H](C(=O)OC)CI